2-(1H-imidazol-1-yl)-N-(2-(piperazin-1-yl)phenyl)thiazole-4-carboxamide N1(C=NC=C1)C=1SC=C(N1)C(=O)NC1=C(C=CC=C1)N1CCNCC1